(+)-(3aR,4R,6aR)-1-(5-(2-cyanopyridin-4-yl)oxazole-2-carbonyl)-4-methyl-hexahydropyrrolo[3,4-b]pyrrole-5(1H)-carbonitrile C(#N)C1=NC=CC(=C1)C1=CN=C(O1)C(=O)N1[C@@H]2[C@H](CC1)[C@H](N(C2)C#N)C